C(C1=CC=CC=C1)NC=1C=2N(N=C(C1)NCCCSC)C(=NN2)C(C)C N8-benzyl-3-isopropyl-N6-(3-methylsulfanylpropyl)-[1,2,4]triazolo[4,3-b]pyridazine-6,8-diamine